Cl.OC[C@@H]1NCC[C@@H]1O (2S,3S)-2-(hydroxymethyl)pyrrolidine-3-ol hydrochloride